(3-(thiazol-2-ylmethyl)-1,2,4-oxadiazol-5-yl)methylamine hydrochloride Cl.S1C(=NC=C1)CC1=NOC(=N1)CN